C(CCCCCCC)C1=NC=CC(=C1)C1=CC=CC=C1 2-octyl-4-phenylpyridine